C1(CCCC1)NC(=O)C1=CC2=C(N=C(S2)N2CC3C(CC2)N(CC3)C)C=C1 N-cyclopentyl-2-(1-methyloctahydro-1H-pyrrolo[3,2-c]pyridin-5-yl)benzo[d]thiazole-6-carboxamide